[Si](C)(C)(C(C)(C)C)OC1CN(CCC1N1CC(C1)C#C)C(=O)OC(C)(C)C tert-butyl 3-[(tert-butyldimethylsilyl)oxy]-4-(3-ethynylazetidin-1-yl)piperidine-1-carboxylate